BrC=1SC(=NN1)N1C(=CC=C1C)C 2-bromo-5-(2,5-dimethylpyrrol-1-yl)-1,3,4-thiadiazol